ClC=1C(=NC(=NC1)N1CC(C1)C1C(N(CCC1)C1CC(C1)O)C(=O)O)N[C@H](C)C1=C(C=C(C=C1)Cl)Cl 3-[1-[5-chloro-4-[[(1R)-1-(2,4-dichlorophenyl)ethyl]amino]pyrimidin-2-yl]azetidin-3-yl]-1-(3-hydroxycyclobutyl)piperidine-2-carboxylic acid